4-(4-(trifluoromethyl)phenyl)-4,5,6,7-tetrahydrofurano[3,2-c]pyridine FC(C1=CC=C(C=C1)C1NCCC2=C1C=CO2)(F)F